4-((2-cyano-4-fluorophenyl)thio)-6-(5-methyl-1-((1R,3s,5S)-8-methyl-8-azabicyclo[3.2.1]octan-3-yl)-1H-pyrazol-4-yl)pyrazolo[1,5-a]pyridine-3-carbonitrile C(#N)C1=C(C=CC(=C1)F)SC=1C=2N(C=C(C1)C=1C=NN(C1C)C1C[C@H]3CC[C@@H](C1)N3C)N=CC2C#N